(R)-N1,N1-dimethyl-N4-(2-(3-phenoxypiperidin-1-yl)phenyl)benzene-1,4-disulfonamide CN(S(=O)(=O)C1=CC=C(C=C1)S(=O)(=O)NC1=C(C=CC=C1)N1C[C@@H](CCC1)OC1=CC=CC=C1)C